6-deoxymethylglucose CC(=O)[C@H](O)[C@@H](O)[C@H](O)[C@H](O)C